C(C1=CC=CC=C1)OCC1=NN(C(N1CC)=O)C=1N(C(C2=CC(=CC=C2C1C(=C)C)F)=O)C1=C(C(=CC=C1)OCCO)Cl (3-((benzyloxy)methyl)-4-ethyl-5-oxo-4,5-dihydro-1H-1,2,4-triazol-1-yl)-2-(2-chloro-3-(2-hydroxyethoxy)phenyl)-7-fluoro-4-(prop-1-en-2-yl)isoquinolin-1(2H)-one